(3aR,5r,6aS)-2-(5-bromopyridin-2-yl)octahydrocyclopenta[c]pyrrol-5-ol BrC=1C=CC(=NC1)N1C[C@@H]2[C@H](C1)CC(C2)O